8-Chloro-3-(2-chloroethyl)-1-(4-methoxybenzyl)-3,4-dihydroquinolin-2(1H)-one ClC=1C=CC=C2CC(C(N(C12)CC1=CC=C(C=C1)OC)=O)CCCl